BrC1=NN(C(=C1)C(=O)NC1(C(C1)C1=CC=CC=C1)C(NC1=CC=CC=C1)=O)C1=NC=CC=C1Cl 3-bromo-1-(3-chloropyridin-2-yl)-N-(2-phenyl-1-(phenylcarbamoyl)cyclopropyl)-1H-pyrazole-5-carboxamide